BrC=1C=CC=2N(C3=CC=CC=C3C2C1)C1=CC2=CC=CC=C2C=C1 3-bromo-9-naphthalene-2-yl-9H-carbazole